m-bis(trifluoromethyl)benzylamine FC(C1(CN)CC(=CC=C1)C(F)(F)F)(F)F